1-vinyl-3-heptylimidazolium C(=C)N1C=[N+](C=C1)CCCCCCC